1H-pyrazolo[3,4-c]pyridine-3-carboxylic acid N1N=C(C=2C1=CN=CC2)C(=O)O